Cl.FC=1C=NC(=NC1)C1=C(C=CC=C1)CCN 2-[2-(5-fluoropyrimidin-2-yl)phenyl]ethylamine hydrochloride